4-chloro-5-[4-(3-trifluoromethoxy-benzyl)-piperazin-1-yl]-benzofuran-2-carboxylic acid ClC1=C(C=CC2=C1C=C(O2)C(=O)O)N2CCN(CC2)CC2=CC(=CC=C2)OC(F)(F)F